FC(CN1N=NC2=C1C=C(C=C2)C=2C=C(N1N=C(N=C(C12)OC)N[C@H]1[C@@H](CN(CC1)C1COC1)F)[2H])F 5-(1-(2,2-difluoroethyl)-1H-benzo[d][1,2,3]triazol-6-yl)-N-((3R,4R)-3-fluoro-1-(oxetan-3-yl)piperidin-4-yl)-4-methoxypyrrolo[2,1-f][1,2,4]triazin-7-d-2-amine